[Fe+2].N1=CC=CC2=CC=C3C=CCN(C3=C12)N 10-phenanthrolineamine iron (II)